C(C=C)(=O)N1C[C@@H](CC1)N1C(N(C=2C1=NC=CC2)C2=CC=C(C=C2)OC2=CC=CC=C2)=O (R)-3-(1-acryloylpyrrolidin-3-yl)-1-(4-phenoxyphenyl)-1H-imidazo[4,5-b]pyridin-2(3H)-one